6-Methoxy-N-(4-(tert-butyl)phenyl)-2-(trifluoromethyl)-1H-imidazo[4,5-b]pyrazin-5-amin COC1=C(N=C2C(=N1)NC(=N2)C(F)(F)F)NC2=CC=C(C=C2)C(C)(C)C